NCC=1C=C(C=CC1)C=1C=C2C(=NN(C2=CC1)C(C)C)COC1=C(C=CC=C1)C(C(=O)O)CCC 2-(2-((5-(3-(aminomethyl)phenyl)-1-isopropyl-1H-indazol-3-yl)methoxy)phenyl)pentanoic acid